3-fluorobenzamide hydrochloride Cl.FC=1C=C(C(=O)N)C=CC1